(R)-1-(4-(2-(1-(4-bromophenyl)pyrrolidin-2-yl)phenyl)piperidin-1-yl)-3-(dimethylamino)propan-1-one BrC1=CC=C(C=C1)N1[C@H](CCC1)C1=C(C=CC=C1)C1CCN(CC1)C(CCN(C)C)=O